C(C1=CC(=O)NC(=O)N1)(=O)O.C(C1=CC(=O)NC(=O)N1)(=O)O orotic acid (orotate)